(7-ethoxy-6-methoxy-1-(2-(5-methoxybenzo[b]thiophen-3-yl)ethyl)-3,4-dihydroisoquinolin-2(1H)-yl)(morpholinyl)methanone C(C)OC1=C(C=C2CCN(C(C2=C1)CCC=1C2=C(SC1)C=CC(=C2)OC)C(=O)N2CCOCC2)OC